di-t-pentylbiphenyl C(C)(C)(CC)C1=CC=C(C=C1)C1=CC=C(C=C1)C(C)(C)CC